diethyl-1-benzyl-6-methylpyridin-2(1H)-one C(C)C1=C(C(N(C(=C1)C)CC1=CC=CC=C1)=O)CC